The molecule is an acyl-CoA that results from the formal condensation of the thiol group of coenzyme A with the carboxy group of oscr#13. It derives from an oscr#13. It is a conjugate acid of an oscr#13-CoA(4-). C[C@H]1[C@@H](C[C@H]([C@@H](O1)OCCCCC/C=C/C(=O)SCCNC(=O)CCNC(=O)[C@@H](C(C)(C)COP(=O)(O)OP(=O)(O)OC[C@@H]2[C@H]([C@H]([C@@H](O2)N3C=NC4=C(N=CN=C43)N)O)OP(=O)(O)O)O)O)O